NC1=C2C(=NC=N1)N(N=C2C2=C(C=CC=C2)OC2=CC=CC=C2)[C@H]2CN(CCC2)CCCN2C[C@@H](CCC2)N2N=C(C=1C2=NC=NC1N)C1=C(C=CC=C1)OC1=CC=CC=C1 1,3-di((R)-3-(4-amino-3-(phenoxyphenyl)-1H-pyrazolo[3,4-d]pyrimidine-1-yl)piperidine-1-yl)propane